NC1(CCC1)COC=1C(=CC(=NC1)C)C1=CC=2N(C=C1)N=C(C2)NC(=O)C2CC2 N-[5-[5-[(1-aminocyclobutyl)methoxy]-2-methyl-4-pyridyl]pyrazolo[1,5-a]pyridin-2-yl]cyclopropanecarboxamide